(2R,3S,4S,5R,6R)-2-((benzoyloxy)methyl)-6-mercaptotetrahydro-2H-pyran-3,4,5-triyl tribenzoate C(C1=CC=CC=C1)(=O)O[C@H]1[C@H](O[C@@H]([C@@H]([C@H]1OC(C1=CC=CC=C1)=O)OC(C1=CC=CC=C1)=O)S)COC(C1=CC=CC=C1)=O